FC=1C=C(C=C(C1)F)C1(CC=NN1C(=O)N1C=NC=C1)[2H] (5-(3,5-difluorophenyl)-4,5-dihydro-1H-pyrazol-1-yl-5-d)(1H-imidazol-1-yl)methanone